ClC=1C=CC(=NC1)N1CC[C@@H]2CNCC[C@@H]21 (3aR,7aS)-1-(5-chloro-2-pyridyl)-2,3,3a,4,5,6,7,7a-octahydropyrrolo[3,2-c]pyridine